C(C)OC(=O)N1CC2(CC(C2)N2CCC(CC2)N(CC(F)(F)F)CC2=CC=CC=C2)CC1 2-{4-[benzyl-(2,2,2-trifluoroethyl)amino]piperidin-1-yl}-6-azaspiro[3.4]octane-6-carboxylic acid ethyl ester